(4-(cyclopropylmethyl)piperazin-1-yl)(7-((4-(ethylamino)-3-(trifluoromethyl)-1H-pyrrolo[2,3-b]pyridin-6-yl)amino)-2,3-dihydrobenzofuran-4-yl)methanone C1(CC1)CN1CCN(CC1)C(=O)C1=CC=C(C2=C1CCO2)NC2=CC(=C1C(=N2)NC=C1C(F)(F)F)NCC